FC=1N=C(N2N=C(C=C(C21)C2=CC=NN2C)N2[C@@H](COCC2)C)I (3R)-4-[5-fluoro-7-iodo-4-(1-methyl-1H-pyrazol-5-yl)imidazo[1,5-b]pyridazin-2-yl]-3-methylmorpholine